rel-(2S,4aS,7aR)-4-(4-methylbenzenesulfonyl)-2-[(1E)-2-phenylethenyl]-octahydrocyclopenta[b][1,4]oxazine CC1=CC=C(C=C1)S(=O)(=O)N1[C@@H]2[C@H](O[C@H](C1)\C=C\C1=CC=CC=C1)CCC2 |o1:11,12,14|